(2R)-2-(9H-fluoren-9-ylmethoxycarbonylamino)-3-tritylthio-propionic acid C1=CC=CC=2C3=CC=CC=C3C(C12)COC(=O)N[C@H](C(=O)O)CSC(C1=CC=CC=C1)(C1=CC=CC=C1)C1=CC=CC=C1